7-vinylnorbornene C(=C)C1C2C=CC1CC2